disodium sulfosuccinic acid monoamide S(=O)(=O)(O)C(C(=O)N)CC(=O)O.[Na].[Na]